CN1N=C(C2=CC(=CC=C12)C1=CC=C(C=C1)S(=O)(=O)N1CCC(CC1)NC1=NC=C(C=C1)C(F)(F)F)C#N 1-methyl-5-[4-[[4-[[5-(trifluoromethyl)-2-pyridinyl]amino]-1-piperidinyl]sulfonyl]phenyl]indazole-3-carbonitrile